FC=1C=C(C=O)C=CC1SC 3-fluoro-4-(methylthio)benzaldehyde